NC=1C2=C(N=CN1)N(C=C2C2=C(C=C(C=C2)NC(C(O)C2=CC(=CC=C2)F)=O)F)C N-(4-(4-amino-7-methyl-7H-pyrrolo[2,3-d]pyrimidin-5-yl)-3-fluorophenyl)-2-(3-fluorophenyl)-2-hydroxyacetamide